FC1=C(C=CC=C1)C1=NNC(=C1)C(=O)NC1CCC(CC1)NC1=CC(=NC2=CC=C(C=C12)Cl)C(F)(F)F 3-(2-fluorophenyl)-N-[(1s,4s)-4-{[6-chloro-2-(trifluoromethyl)quinolin-4-yl]amino}cyclohexyl]-1H-pyrazole-5-carboxamide